O[C@H]1CN(CC[C@H]1NC1=NC=C(C=C1)C(F)(F)F)S(=O)(=O)C1=CC=C(C=C1)C1=CN=C(N1C)C(=O)N 5-(4-(((3S,4R)-3-hydroxy-4-((5-(trifluoromethyl)pyridin-2-yl)amino)piperidin-1-yl)sulfonyl)phenyl)-1-methyl-1H-imidazole-2-carboxamide